N1CCC(CC1)[C@H](CO)O (R)-1-(piperidin-4-yl)ethane-1,2-diol